OC1=C(C=O)C(=CC(=C1)O)C 2,4-DIHYDROXY-6-METHYLBENZALDEHYDE